C(C)OC(CCC1=CC2=C(OC[C@@H](C(N2C)=O)NC(=O)C2=NN(C=N2)CC2=C(C=CC=C2Cl)Cl)C=C1)=O (S)-3-(3-(1-(2,6-dichlorobenzyl)-1H-1,2,4-triazole-3-carboxamido)-5-methyl-4-oxo-2,3,4,5-tetrahydrobenzo[b][1,4]Oxaazepin-7-yl)propionic acid ethyl ester